CC=1N(C=CC1)CC1C(C1)C#N methyl-1-((2-cyanocyclopropyl)methyl)-1H-pyrrole